(1S,4s)-4-(8-(2,6-dichlorophenylamino)-2-((1R,3S)-3-hydroxycyclohexylamino)-9H-purin-9-yl)cyclohexanecarboxamide ClC1=C(C(=CC=C1)Cl)NC=1N(C2=NC(=NC=C2N1)N[C@H]1C[C@H](CCC1)O)C1CCC(CC1)C(=O)N